ethyl (E)-2-((4-(tert-butyl) phenyl) thio)-6-(4-(tert-butyl) styryl)-4-methylbenzimidate C(C)(C)(C)C1=CC=C(C=C1)SC1=C(/C(/OCC)=N\[H])C(=CC(=C1)C)C=CC1=CC=C(C=C1)C(C)(C)C